(2R)-1-ethoxypropan-2-amine C(C)OC[C@@H](C)N